(R)-2-(2-(3,4-dimethoxyphenyl)-3-isopropyl-1H-indol-5-yl)-5-(piperidin-3-yl)-1,3,4-oxadiazole COC=1C=C(C=CC1OC)C=1NC2=CC=C(C=C2C1C(C)C)C=1OC(=NN1)[C@H]1CNCCC1